NC1=CC=C(C=C1)N1CCN(CC1)C1CC2(C1)CCN(CC2)C(=O)C=2C=CC(=C(C2)N2C(NC(CC2)=O)=O)Cl 1-(5-(2-(4-(4-aminophenyl)piperazin-1-yl)-7-azaspiro[3.5]nonane-7-carbonyl)-2-chlorophenyl)dihydropyrimidine-2,4(1H,3H)-dione